(R)-N-(2-fluoro-3-hydroxy-3-methylbutyl)-7-(isopropylamino)-2-(6-methoxypyridin-3-yl)pyrazolo[1,5-a]pyrimidine-6-carboxamide F[C@H](CNC(=O)C=1C=NC=2N(C1NC(C)C)N=C(C2)C=2C=NC(=CC2)OC)C(C)(C)O